C1(=CCCC1)B1OC(C(O1)(C)C)(C)C 2-cyclopenten-1-yl-4,4,5,5-tetramethyl-1,3,2-dioxaborolane